hex-5-en CCCCC=C